[6-(3-cyclopropyl-1,2,4-triazol-1-yl)-2-azaspiro[3.3]heptan-2-yl]-[3-(hydroxymethyl)cyclobutyl]methanone C1(CC1)C1=NN(C=N1)C1CC2(CN(C2)C(=O)C2CC(C2)CO)C1